methyl 2-((1R,5S,6s)-3-(7,7-difluoro-2-(3-fluoro-2-methylazetidin-1-yl)-6,7-dihydro-5H-cyclopenta[d]pyrimidin-4-yl)-3-azabicyclo[3.1.0]hexan-6-yl)acetate FC1(CCC2=C1N=C(N=C2N2C[C@@H]1C([C@@H]1C2)CC(=O)OC)N2C(C(C2)F)C)F